NC=1C(=C(C(=O)C2=CN(C3=NC=C(C=C32)Br)C(=O)C3=C(C=CC=C3Cl)Cl)C(=CC1)F)F (3-(3-Amino-2,6-difluorobenzoyl)-5-bromo-1H-pyrrolo[2,3-b]pyridin-1-yl)(2,6-dichlorophenyl)methanone